N-(1-((3-chloro-2-fluorophenyl)amino)-6-methylisoquinolin-5-yl)-4-((2,4-dimethoxybenzyl)amino)-6-morpholinoquinazoline-8-carboxamide ClC=1C(=C(C=CC1)NC1=NC=CC2=C(C(=CC=C12)C)NC(=O)C=1C=C(C=C2C(=NC=NC12)NCC1=C(C=C(C=C1)OC)OC)N1CCOCC1)F